3-bromo-6-[1-(4-fluoro-3-methoxy-phenyl)imidazol-2-yl]-8-methyl-imidazo[1,2-a]pyridine BrC1=CN=C2N1C=C(C=C2C)C=2N(C=CN2)C2=CC(=C(C=C2)F)OC